C12N(CC(NC1)CC2)C=2C1=C(N=C(N2)OC([2H])([2H])[C@]23CCCN3C[C@](C2)([2H])F)C(=C(N=C1)C1=CC(=CC2=CC=C(C(=C12)C#C)F)O)F 4-(4-(2,5-Diazabicyclo[2.2.2]octan-2-yl)-8-fluoro-2-(((2R,7aS)-2-fluorotetrahydro-1H-pyrrolizin-7a(5H)-yl-2-d)methoxy-d2)pyrido[4,3-d]pyrimidin-7-yl)-5-ethynyl-6-fluoronaphthalen-2-ol